C(#N)C=1C=C(OC=2C=CC(=C(C2)NC(=O)C2N(C(CC2)=O)C)OC)C=CC1 N-(5-(3-Cyanophenoxy)-2-methoxyphenyl)-1-methyl-5-oxopyrrolidine-2-carboxamide